tert-butyl 4-(2-(tert-butoxy)-2-oxoethyl)piperazine-1-carboxylate C(C)(C)(C)OC(CN1CCN(CC1)C(=O)OC(C)(C)C)=O